[Si](C)(C)(C(C)(C)C)OC12CC(C1)(C2)COC2=NN=C(S2)NC(=O)C=2C=NC(=CC2C2=CC(=NC=C2OC)Cl)C N-(5-((3-((tert-butyldimethylsilyl)oxy)bicyclo(1.1.1)pentan-1-yl)methoxy)-1,3,4-thiadiazol-2-yl)-2'-chloro-5'-methoxy-6-methyl-(4,4'-bipyridine)-3-carboxamide